1-(3-((4-(1-isopropyl-6-((2-(4-methoxypiperidin-1-yl)pyrimidin-4-yl)amino)-1H-pyrazolo[4,3-c]pyridin-3-yl)piperazin-1-yl)methyl)phenyl)dihydropyrimidine-2,4(1H,3H)-dione C(C)(C)N1N=C(C=2C=NC(=CC21)NC2=NC(=NC=C2)N2CCC(CC2)OC)N2CCN(CC2)CC=2C=C(C=CC2)N2C(NC(CC2)=O)=O